N-(1'-(2-(methoxymethyl)-6-methylpyrimidin-4-yl)-1',2'-dihydrospiro[cyclopropane-1,3'-pyrrolo[3,2-c]pyridin]-6'-yl)acetamide COCC1=NC(=CC(=N1)N1CC2(C=3C=NC(=CC31)NC(C)=O)CC2)C